OCCOCCOCCOCCOCCOCCC(=O)OC(C)(C)C tert-butyl 1-hydroxy-3,6,9,12,15-pentaoxaoctadecan-18-oate